CC=1C=C(C=C(C1)C)C1=C(C(=NC(=C1N1C2=CC=C(C=C2C=2C=C(C=CC12)C1=CC=CC=C1)C1=CC=CC=C1)C1=CC=C(C=C1)N1C=2C=CC=C(C2C=2C(=CC=CC12)C#N)C#N)C1=CC=C(C=C1)N1C=2C=CC=C(C2C=2C(=CC=CC12)C#N)C#N)N1C2=CC=C(C=C2C=2C=C(C=CC12)C1=CC=CC=C1)C1=CC=CC=C1 9,9'-((4-(3,5-dimethylphenyl)-3,5-bis(3,6-diphenyl-9H-carbazol-9-yl)pyridine-2,6-diyl)bis(4,1-phenylene))bis(9H-carbazole-4,5-dicarbonitrile)